ClC1=C(C=CC=2C(=C3N(C12)CCC3NC(CCOC)=O)C=3C=NN(C3)C3OCCCC3)Cl N-(5,6-dichloro-9-(1-(tetrahydro-2H-pyran-2-yl)-1H-pyrazol-4-yl)-2,3-dihydro-1H-pyrrolo[1,2-a]indol-1-yl)-3-methoxypropanamide